butanoic acid potassium salt [K+].C(CCC)(=O)[O-]